N1(CCC(CC1)C1=CC=C(C=C1)C1C(NC(CC1)=O)=O)C1CCNCC1 3-(4-([1,4'-bipiperidin]-4-yl)phenyl)piperidine-2,6-dione